10-(4-bromobutoxy)nonadeca-1,18-diene BrCCCCOC(CCCCCCCC=C)CCCCCCCC=C